C(C)(C)(C)OC(=O)N1C2=C(OC(C1)(C)C)C=CC(=C2)B(O)O (4-(tert-butoxycarbonyl)-2,2-dimethyl-3,4-dihydro-2H-benzo[b][1,4]oxazin-6-yl)boronic acid